N-[[4-[2-[5-[(6,7-difluoro-4-methylsulfinyl-1H-indol-5-yl)oxy]-2-fluoro-phenyl]-1H-imidazol-4-yl]-4-methyl-chroman-8-yl]methyl]-2,2-difluoro-ethanamine FC1=C(C(=C2C=CNC2=C1F)S(=O)C)OC=1C=CC(=C(C1)C=1NC=C(N1)C1(CCOC2=C(C=CC=C12)CNCC(F)F)C)F